(S)-5-amino-2-fluoro-4-((oxetan-2-ylmethyl)amino)benzonitrile NC=1C(=CC(=C(C#N)C1)F)NC[C@H]1OCC1